3-iodo-6-methyl-6,7-dihydro-4H-triazolo[1,5-a]pyrazine-5-carboxylic acid tert-butyl ester C(C)(C)(C)OC(=O)N1CC=2N(CC1C)N=NC2I